4-((3-chloro-2-fluorophenyl)(3,4-dimethoxybenzyl)amino)-7-methoxyquinazoline-6-thiol ClC=1C(=C(C=CC1)N(C1=NC=NC2=CC(=C(C=C12)S)OC)CC1=CC(=C(C=C1)OC)OC)F